[(3S)-5-oxopyrrolidin-3-yl] (2S)-4-[3-[2-(cyclopropoxy)-3-pyridyl]pyrazolo[1,5-a]pyrimidin-5-yl]-2-methyl-piperazine-1-carboxylate C1(CC1)OC1=NC=CC=C1C=1C=NN2C1N=C(C=C2)N2C[C@@H](N(CC2)C(=O)O[C@@H]2CNC(C2)=O)C